tetraethyleneglycol bis(p-toluenesulfonate) CC1=CC=C(C=C1)S(=O)(=O)OCCOCCOCCOCCOS(=O)(=O)C1=CC=C(C)C=C1